vinylimidazole bromide [Br-].C(=C)C=1NC=CN1